ClC=1C=C(C(=C2C=NNC12)C1=CC(C=CN1)C=1C(=NC=CC1C)C(C)C)C 7-chloro-4-(2-isopropyl-4-methylpyridin-3-yl)-6-(5-methyl-1H-indazol-4-yl)-1,4-dihydropyridine